C(C)(CCC)C1=CC2=CC3=CC=CC=C3C=C2C=C1 2-secondary amyl-anthracene